CN1CCN(CC1)C1=CC=C(C=C1)C=1C=C2C(=C(C=NC2=CC1)S(=O)(=O)N1CCOCC1)NC1=C(C(=O)O)C=CC=C1 2-[[6-[4-(4-methylpiperazin-1-yl)phenyl]-3-morpholinosulfonyl-4-quinolyl]amino]benzoic acid